2-[5-[4-(4,4,5,5-tetramethyl-1,3,2-dioxaborolan-2-yl)indazol-2-yl]pentyl]isoindoline-1,3-dione CC1(OB(OC1(C)C)C=1C2=CN(N=C2C=CC1)CCCCCN1C(C2=CC=CC=C2C1=O)=O)C